C(#N)C=1C=CC(=NC1)C1=CC=C(CN2N=NC(=C2)COC2=CC=C(C=C2)C=2N=C3N(C=CC=C3)C2NC2=CC=C(C(=O)O)C=C2)C=C1 4-((2-(4-((1-(4-(5-Cyanopyridin-2-yl)benzyl)-1H-1,2,3-triazol-4-yl)methoxy)phenyl)imidazo[1,2-a]pyridin-3-yl)amino)benzoic acid